COC([C@H](CC1=CC=CC=C1)NC(=O)C1=CC(=NN1)C(=O)N[C@@H](C(C)C)C(=O)OC)=O Methyl (5-(((S)-1-methoxy-1-oxo-3-phenylpropan-2-yl)carbamoyl)-1H-pyrazole-3-carbonyl)-L-valinate